3-(3-cyclopropyl-phenoxy)-N-[(2S)-2-(2,4-dichlorophenyl)-2-fluoro-ethyl]-5-methyl-pyridine-4-carboxamide C1(CC1)C=1C=C(OC=2C=NC=C(C2C(=O)NC[C@@H](F)C2=C(C=C(C=C2)Cl)Cl)C)C=CC1